COC1=C(C=C2C(=N1)N=C(N2)C(F)(F)F)NC2=CC(=CC=C2)OC(F)(F)F 5-METHOXY-N-(3-(TRIFLUOROMETHOXY)PHENYL)-2-(TRIFLUOROMETHYL)-1H-IMIDAZO[4,5-B]PYRIDIN-6-AMINE